(E)-4'-(prop-1-en-1-ylsulfonyl)-2-(4-(trifluoromethyl)phenoxy)-1,1'-biphenyl C(=C\C)/S(=O)(=O)C1=CC=C(C=C1)C1=C(C=CC=C1)OC1=CC=C(C=C1)C(F)(F)F